C(C)OC(=O)C1=NOC=2CN(C[C@@H](C21)C)CC2=CC=CC=C2 (R)-6-benzyl-4-methyl-4,5,6,7-tetrahydroisoxazolo[5,4-c]pyridine-3-carboxylic acid ethyl ester